C1(=CC=CC2=CC=CC=C12)C(C)=O 1-naphthyl-ethanone